C(=O)C1(CCCCC1)C(=O)OC methyl 1-formylcyclohexanecarboxylate